FC(CNC(=O)C=1C=NN2C1C=C(C=C2)C2=CNC=1N=C(N=CC12)NC1=CC(=CC=C1)N1CCN(CC1)C)(C)C N-(2-fluoro-2-methylpropyl)-5-(2-((3-(4-methylpiperazin-1-yl)phenyl)amino)-7H-pyrrolo[2,3-d]pyrimidin-5-yl)pyrazolo[1,5-a]pyridine-3-carboxamide